ClC1=CC=C(CC2C(N(C3CC23)C2=CC(=NN2)C=2C=CC(=NC2)C#N)=O)C=C1 endo-5-(5-(4-(4-chlorobenzyl)-3-oxo-2-azabicyclo[3.1.0]hexan-2-yl)-1H-pyrazol-3-yl)picolinonitrile